N-[4-(difluoromethoxy)phenyl]-2-(2-ethyl-1H-benzimidazol-1-yl)-5-fluoropyrimidine FC(OC1=CC=C(C=C1)N1C(N=CC(=C1)F)N1C(=NC2=C1C=CC=C2)CC)F